Pyridoxine Sodium chloride [Cl-].[Na+].N1=C(C)C(O)=C(CO)C(CO)=C1